(R)-2-phenyl-N-((S)-1-(3-(2-(trifluoromethyl)pyridin-4-yl)-1,2,4-oxadiazol-5-yl)ethyl)propanamide C1(=CC=CC=C1)[C@H](C(=O)N[C@@H](C)C1=NC(=NO1)C1=CC(=NC=C1)C(F)(F)F)C